F[C@@H]1CN(C[C@H](C1)NC1=NC=CC(=N1)C1=C(N=C(S1)C)OC=1C(=NC(=CC1)NS(=O)(=O)CC(F)(F)F)C)C(=O)OC(C)(C)C tert-butyl (3S,5S)-3-fluoro-5-[[4-[2-methyl-4-[[2-methyl-6-(2,2,2-trifluoroethylsulfonylamino)-3-pyridyl]oxy]thiazol-5-yl]pyrimidin-2-yl]amino]piperidine-1-carboxylate